[Zn].[Y].[Mg] magnesium-yttrium-zinc